(3R,4S)-4-((4-(1H-imidazol-4-yl)-5-(trifluoromethyl)pyrimidin-2-yl)amino)-3-fluoropiperidine-1-carboxylic acid tert-butyl ester C(C)(C)(C)OC(=O)N1C[C@H]([C@H](CC1)NC1=NC=C(C(=N1)C=1N=CNC1)C(F)(F)F)F